(3R,8S,9Z)-Heptadeca-1,9-dien-4,6-diyne-3,8-diol C=C[C@H](C#CC#C[C@H](\C=C/CCCCCCC)O)O